5-(2-fluoro-phenyl)-isoxazole FC1=C(C=CC=C1)C1=CC=NO1